FC1=CC=C(C=C1)C=1NC(=C(C1)C(=O)NCCN1CCN(CC1)C)C1=C(C=CC=C1)[N+](=O)[O-] (4-fluorophenyl)-N-(2-(4-methylpiperazin-1-yl)ethyl)-5-(2-nitrophenyl)Azole-4-carboxamide